(3S)-3-[8-(4-piperidyl)-2,3-dihydro-1,4-benzoxazin-4-yl]piperidine-2,6-dione N1CCC(CC1)C1=CC=CC=2N(CCOC21)[C@@H]2C(NC(CC2)=O)=O